(2S,4R)-6-chloro-4-hydroxy-N-(3-{2-oxo-5-[cis-3-(trifluoromethoxy)cyclobutyl]-1,3-oxazolidin-3-yl}bicyclo[1.1.1]pent-1-yl)-3,4-dihydro-2H-1-benzopyran-2-carboxamide ClC=1C=CC2=C([C@@H](C[C@H](O2)C(=O)NC23CC(C2)(C3)N3C(OC(C3)[C@@H]3C[C@@H](C3)OC(F)(F)F)=O)O)C1